ClC1=C(C(=CC=C1)F)C1(CC1)/C(/N)=N/O (Z)-1-(2-chloro-6-fluorophenyl)-N'-hydroxycyclopropane-1-carboximidamide